CN1[C@@H]([C@@H](CCC1)NC=1C(N(C(=NN1)C1=C(C2=C(SC=C2)C=C1)O)C)=O)C 6-(((2R,3R)-1,2-dimethylpiperidin-3-yl)amino)-3-(4-hydroxybenzo[b]thiophen-5-yl)-4-methyl-1,2,4-triazine-5(4H)-one